[4-methyl-6-(methylamino)pyrimidin-2-ylamino-2,3-dihydrobenzofuran-7-yl]-2,3,4,7-tetrahydroazepine-1-carboxylate CC1=NC(=NC(=C1)NC)NC1OC2=C(C1)C=CC=C2OC(=O)N2CCCC=CC2